4-(4-(2,4-difluorophenoxy)-1-(ethylsulfonyl)-1H-benzo[d]imidazol-6-yl)-6-methyl-1,6-dihydro-7H-pyrrolo[2,3-c]pyridin-7-one FC1=C(OC2=CC(=CC=3N(C=NC32)S(=O)(=O)CC)C=3C2=C(C(N(C3)C)=O)NC=C2)C=CC(=C1)F